C(O[C@H]1C[C@H](CC1)C1=NNC(=C1)NC=1C=C2C(NC(C2=CC1)=O)=O)(OC1=CC=C(C=C1)[N+](=O)[O-])=O (1R,3S)-3-{5-[(1,3-dioxo-2,3-dihydro-1H-isoindol-5-yl)amino]-1H-pyrazol-3-yl}cyclopentyl 4-nitrophenyl carbonate